1'-[1,2-ethanediylbis(oxy)]bis[2-propan-amine] C(COCC(C)N)OCC(C)N